C(C1=CC=CC=C1)N1CC=2C=NC3N(C2CC1)CCN3CC3CCCCC3 7-Benzyl-3-cyclohexylmethyl-2,3,6,7,8,9-hexahydroimidazo[1,2-a]pyrido[3,4-e]pyrimidine